C(C)OC(=O)C1=NOC(=C1)CCOS(=O)(=O)C 5-(2-((methylsulfonyl)oxy)ethyl)isoxazole-3-carboxylic acid ethyl ester